C[C@@H]1C=2N(CCN1C(=O)C1=CC=C3C(=CN(C3=C1)COCC[Si](C)(C)C)C(F)(F)F)C(=NN2)C2=NC(=NS2)C (R)-(8-methyl-3-(3-methyl-1,2,4-thiadiazol-5-yl)-5,6-dihydro-[1,2,4]triazolo[4,3-a]pyrazin-7(8H)-yl)(3-(trifluoromethyl)-1-((2-(trimethylsilyl)ethoxy)methyl)-1H-indol-6-yl)methanone